COC=1C=C2C=NC(=NC2=CC1OC)N 6,7-dimethoxy-2-quinazolinamine